4-(benzoylsulfamoyl)benzamide C(C1=CC=CC=C1)(=O)NS(=O)(=O)C1=CC=C(C(=O)N)C=C1